C(C)(C)OC=1C=2N(C=NC1C=1C=NNC1)N=C(N2)N[C@@H]2[C@@H](CN(CC2)S(=O)(=O)CCCCN2CCOCC2)C 8-isopropoxy-N-((3R,4S)-3-methyl-1-((4-morpholinylbutyl)sulfonyl)piperidin-4-yl)-7-(1H-pyrazol-4-yl)-[1,2,4]triazolo[1,5-c]pyrimidin-2-amine